COCC1(CC1)NC(OC(C)(C)C)=O tert-butyl (1-(methoxymethyl)cyclopropyl)carbamate